C(C)(=O)O[C@H]1[C@H](OC(C)=O)[C@H](OC(C)=O)[C@H](OC(C)=O)CO1 1,2,3,4-tetra-O-acetyl-β-D-ribopyranose